N,N-dimethyl-4-(5-(4-(methylsulfonyl)phenyl)thiazolo[5,4-b]pyridin-2-yl)piperidine-1-carboxamide CN(C(=O)N1CCC(CC1)C=1SC2=NC(=CC=C2N1)C1=CC=C(C=C1)S(=O)(=O)C)C